C1(=CC=CC=C1)[P]OC(C1=C(C=C(C=C1C)C)C)=O phenyl-(2,4,6-trimethyl-benzoyl)oxyphosphorus